(4-(7,8-difluoro-1,3,4,5-tetrahydro-2H-benzo[c]azepin-2-yl)-2,6-dimethylphenyl)-3,3-dimethylbutanamide FC1=CC2=C(CN(CCC2)C2=CC(=C(C(=C2)C)C(C(=O)N)C(C)(C)C)C)C=C1F